1-[2-({3-chloro-7H-pyrrolo[2,3-c]pyridazin-7-yl}methyl)piperidin-1-yl]ethan-1-one ClC1=CC2=C(N=N1)N(C=C2)CC2N(CCCC2)C(C)=O